2-methyl-propanenitrile 4-methylbenzenesulfonic acid salt CC1=CC=C(C=C1)S(=O)(=O)O.CC(C#N)C